ethyl 4-bromo-3-methyl-7-[4-(trifluoromethoxy)phenyl]-benzimidazole-5-carboxylate BrC1=C(C=C(C=2N=CN(C21)C)C2=CC=C(C=C2)OC(F)(F)F)C(=O)OCC